[Si]([O-])([O-])([O-])[O-].[K+].[K+].[K+].[K+] potassium silicate salt